BrC1=CC=C(C=C1)N1C[C@@H](N[C@@H](C1)C)C (3S,5R)-1-(4-bromophenyl)-3,5-dimethylpiperazine